trans-4-[(4-chloro-2-fluorobenzyl)oxy]-N-{2-fluoro-3-[6-oxo-4-(trifluoromethyl)-1,6-dihydropyrimidin-2-yl]-4-(trifluoromethyl)benzyl}cyclohexane-1-carboxamide ClC1=CC(=C(CO[C@@H]2CC[C@H](CC2)C(=O)NCC2=C(C(=C(C=C2)C(F)(F)F)C=2NC(C=C(N2)C(F)(F)F)=O)F)C=C1)F